C(COP(=O)(O)O)N phosphoryl-ethanolamine